N-tert-butylcarbonyl-3-piperidone C(C)(C)(C)C(=O)N1CC(CCC1)=O